meglumine, hydrobromide Br.N(C)C[C@H](O)[C@@H](O)[C@H](O)[C@H](O)CO